tert-butyl 1-bromo-3,6,9,12-tetraoxapentadecane-15-carboxylate BrCCOCCOCCOCCOCCCC(=O)OC(C)(C)C